[Si](C)(C)(C(C)(C)C)OCCCCNC1C[C@H](C[C@H](C1)C(=O)OC)C(=O)OC |o1:15,17| dimethyl rel-(1R,3S,5s)-5-((4-((tert-butyldimethylsilyl)oxy)-butyl)amino)cyclohexane-1,3-dicarboxylate